C(C1=CC=CC=C1)N(C1=NC=CC(=C1[N+](=O)[O-])NC1CCOCC1)CC1=CC=CC=C1 N2,N2-dibenzyl-3-nitro-N4-(tetrahydro-2H-pyran-4-yl)pyridine-2,4-diamine